N-((4-((5-chloropyrimidin-2-yl)oxy)-3-methylphenyl)carbamoyl)-4-(cyclopropylmethoxy)cyclohexane-1-carboxamide ClC=1C=NC(=NC1)OC1=C(C=C(C=C1)NC(=O)NC(=O)C1CCC(CC1)OCC1CC1)C